BrC1=NC(=CC=C1OC)Br 2,6-dibromo-3-methoxy-pyridine